COC=1C=C(C=CC1OC)C1=C(C(=NC2=CC=CC=C12)C(F)(F)F)C#CC1=CC(=C(C=C1)OC)OC 4-(3,4-Dimethoxyphenyl)-3-((3,4-dimethoxyphenyl)ethynyl)-2-(trifluoromethyl)quinoline